4-(1-(tert-Butoxycarbonyl)-4,4-difluoropiperidin-2-yl)-5-methylpyrimidine-2-carboxylic acid C(C)(C)(C)OC(=O)N1C(CC(CC1)(F)F)C1=NC(=NC=C1C)C(=O)O